(1H-imidazol-4-yl)boronic acid N1C=NC(=C1)B(O)O